C(C1=CC=CC=C1)N1CC=2C(N=C3N(C2CC1)CCCN3CC3=C(C=CC=C3)C)=O 3-Benzyl-7-(2-methylbenzyl)-1,2,3,4,7,8,9,10-octahydro-5H-pyrido[3,4-e]pyrimido[1,2-a]pyrimidin-5-one